ClC=1C(=NC(=NC1)NC1=CC=C2CCN(CC2=C1)C)N1CCC2=CC=CC=C12 N-(5-Chloro-4-(indolin-1-yl)pyrimidin-2-yl)-2-methyl-1,2,3,4-tetrahydroisoquinolin-7-amine